racemic-(DL)-beta-hydroxybutyrate O[C@@H](CC(=O)[O-])C |r|